bis(fluorosulfonyl)amide potassium salt [K+].FS(=O)(=O)[N-]S(=O)(=O)F